BrC1=CC=C(C=C1)/C=C/C(=O)N1CC2(C1)CN(C2)C(=O)C=2C=NC(=NC2)OC (E)-3-(4-bromophenyl)-1-(6-(2-methoxypyrimidine-5-carbonyl)-2,6-diazaspiro[3.3]hept-2-yl)prop-2-en-1-one